BrC1=CC(=C(C=O)C=C1)OCCC(C)(C)C 4-bromo-2-(3,3-dimethylbutoxy)benzaldehyde